Cl.N1(CCNCCC1)CC=1C=2N(C=C(N1)C=1C=NN(C1)C)N=CC2 4-((1,4-diazepan-1-yl)methyl)-6-(1-methyl-1H-pyrazol-4-yl)pyrazolo[1,5-a]pyrazine hydrochloride